6-(oxetan-3-yloxy)pyridin-2-amine O1CC(C1)OC1=CC=CC(=N1)N